methyl-3-formyl-4-nitrobenzoate COC(C1=CC(=C(C=C1)[N+](=O)[O-])C=O)=O